C(C)(=O)N1\C(\C(C2=CC=CC=C12)=O)=C/C1=NC2=CC=C(C=C2C(=C1)C=1C=NC=CC1)C(=O)N1CCOCC1 (Z)-1-acetyl-2-((6-(morpholine-4-carbonyl)-4-(pyridin-3-yl)quinolin-2-yl)methylene)indolin-3-one